5-(((1-ethylpiperidin-4-yl)methyl)-1,4,5,6-tetrahydropyrrolo[3,4-d]imidazol-2-yl)-1H-indazole C(C)N1CCC(CC1)CN1C(=NC2=C1CNC2)C=2C=C1C=NNC1=CC2